CN1C2=C(OCC1)C=CC(=C2)C2=C(NC=1N(C2=O)N=C(C1C1=CC=CC=C1)C1=CC=CC=C1)NC1=NC=CC=C1 6-(4-methyl-3,4-dihydro-2H-benzo[b][1,4]oxazin-6-yl)-2,3-diphenyl-5-(pyridin-2-ylamino)pyrazolo[1,5-a]pyrimidin-7(4H)-one